2-AMINOADENIN NC1=NC(=C2NC=NC2=N1)N